(S)-quinuclidin-3-yl (7-(2-chloro-6-methoxyphenyl)-3,3-dimethylchroman-4-yl)carbamate ClC1=C(C(=CC=C1)OC)C1=CC=C2C(C(COC2=C1)(C)C)NC(O[C@@H]1CN2CCC1CC2)=O